ClC(CCCOC1=C(C=C(C(=C1)N1C(C=CC1=O)=O)F)CCC(=O)OC1=C(C(=CC(=C1F)F)F)F)=O 2,3,5,6-tetrafluorophenyl 3-(2-(4-chloro-4-oxobutoxy)-4-(2,5-dioxo-2,5-dihydro-1H-pyrrol-1-yl)-5-fluorophenyl)propanoate